ClC1=C(C=CC=C1)N1C(SC=C1CO)=N (3-(2-chlorophenyl)-2-imino-2,3-dihydrothiazol-4-yl)methanol